N1=CN=CC2=CC3=C(C=C12)OCCO3 7,8-dihydro[1,4]dioxino[2,3-g]quinazoline